tert-butyl 4-(3-(2,6-bis(benzyloxy)pyridin-3-yl)-1-(tetrahydro-2H-pyran-2-yl)-1H-indazol-6-yl)-3,6-dihydropyridine-1(2H)-carboxylate C(C1=CC=CC=C1)OC1=NC(=CC=C1C1=NN(C2=CC(=CC=C12)C=1CCN(CC1)C(=O)OC(C)(C)C)C1OCCCC1)OCC1=CC=CC=C1